1,3-dimethyl-imidazole mesylate S(C)(=O)(=O)O.CN1CN(C=C1)C